BrC=1C=NN(C1)C(CN(C)C)C1=CC(=C(C=C1)Cl)Cl 2-(4-bromopyrazol-1-yl)-2-(3,4-dichlorophenyl)-N,N-dimethyl-ethanamine